CC1(CS(C2(CN1)CCCCC2)(=O)=O)C2=CC1=C(SC3=C1C=C(C=C3)C#CC)C=C2 3-methyl-3-(8-(prop-1-yn-1-yl)dibenzo[b,d]thiophen-2-yl)-1-thia-4-azaspiro[5.5]undecane 1,1-dioxide